tert-Butyl (±)-trans-4-phenyl-3-{[4-(pyridin-3-yl)-1,3-thiazol-2-yl]carbamoyl}pyrrolidine-1-carboxylate C1(=CC=CC=C1)[C@H]1[C@@H](CN(C1)C(=O)OC(C)(C)C)C(NC=1SC=C(N1)C=1C=NC=CC1)=O |r|